tert-butyl 8'-oxo-7',8'-dihydro-6'H-spiro[azetidine-3,5'-imidazo[1,2-a]pyrazine]-1-carboxylate O=C1C=2N(C3(CN1)CN(C3)C(=O)OC(C)(C)C)C=CN2